N=1C=CN2C1C=C(C=C2)CN 1-{imidazo[1,2-a]pyridin-7-yl}methanamine